NC1CC(C1)C(=O)N1CCN(CC1)C=1N=CC(=C2C1NC(=C2)C)C(F)(F)F ((1R,3R)-3-aminocyclobutyl)(4-(2-methyl-4-(trifluoromethyl)-1H-pyrrolo[2,3-c]pyridin-7-yl)piperazine-1-yl)methanone